C1(=CC=CC=C1)C1=CC=CC=2N(C=NC21)C2=CC(=CC(=C2)N2C=NC1=C2C=CC=C1C1=CC=CC=C1)N1C=NC2=C1C=CC=C2C2=CC=CC=C2 1,3,5-tris(4-phenylbenzimidazol-1-yl)benzene